5-(4,8-Dimethylquinazolin-6-yl)-4-(3-methylfuran-2-yl)pyrimidin-2-amine CC1=NC=NC2=C(C=C(C=C12)C=1C(=NC(=NC1)N)C=1OC=CC1C)C